butyl (3R)-3-(8-quinolylcarbamoyl)piperidine-1-carboxylate N1=CC=CC2=CC=CC(=C12)NC(=O)[C@H]1CN(CCC1)C(=O)OCCCC